1-(4-(2-(benzyl-(hydroxy)amino)-2-oxoethyl)phenyl)-N-methyl-1H-benzo[d]Imidazole-5-carboxamide C(C1=CC=CC=C1)N(C(CC1=CC=C(C=C1)N1C=NC2=C1C=CC(=C2)C(=O)NC)=O)O